C(CCCCCCCCCCCCCCCCC)[N+](CCO)(CCO)[O-] octadecyl-bis(hydroxy-ethyl)amine N-oxide